3-[1-methyl-6-[(2S,4R)-2-methyl-1-(4-piperidylmethyl)-4-piperidyl]indazol-3-yl]piperidine-2,6-dione CN1N=C(C2=CC=C(C=C12)[C@H]1C[C@@H](N(CC1)CC1CCNCC1)C)C1C(NC(CC1)=O)=O